C(CC=CCCCC=CCC=CCC)O 3,8,11-tetradecatrien-1-ol